COC=1C=C2C(=NC=NC2=CC1OC)N1CC2(C1)CC(C2)N(S(=O)(=O)N)C2CC2 N-[2-(6,7-dimethoxyquinazolin-4-yl)-2-azaspiro[3.3]hept-6-yl]-N-cyclopropylsulfamide